bis(3-bromo-4-((ethoxymethoxy)methyl)-5-(trifluoromethyl)phenyl)(imino)-λ6-sulfanone BrC=1C=C(C=C(C1COCOCC)C(F)(F)F)S(=O)(=N)C1=CC(=C(C(=C1)C(F)(F)F)COCOCC)Br